C(CCCC)C1=CC2=C(C3=CC=CC=C3C(=C2C=C1)OCC)OCC 2-pentyl-9,10-diethoxyanthracene